C(CCC)N1C=CC=2C(=NC(=CC21)NC=2SC(=CN2)C)OC2CN(CC2)C(C=C)=O 1-(3-((1-butyl-6-((5-methylthiazol-2-yl)amino)-1H-pyrrolo[3,2-c]pyridin-4-yl)oxy)pyrrolidin-1-yl)prop-2-en-1-one